6-fluoro-7-((tetrahydro-2H-pyran-4-yl)amino)-2-(((tetrahydro-2H-pyran-4-yl)thio)methyl)quinazolin-4(3H)-one FC=1C=C2C(NC(=NC2=CC1NC1CCOCC1)CSC1CCOCC1)=O